BrC1=C(C=C(\C=C/2\C(=C(C3=CC(=CC=C23)OC)CC(=O)O)C)C=C1OC)OC (Z)-2-(1-(4-bromo-3,5-dimethoxybenzylidene)-5-methoxy-2-methyl-1H-inden-3-yl)acetic acid